(2-benzyloxy-phenyl)boronic acid C(C1=CC=CC=C1)OC1=C(C=CC=C1)B(O)O